[N-](S(=O)(=O)C(F)(F)C(F)(F)F)S(=O)(=O)C(F)(F)C(F)(F)F.[Li+] lithium bis(pentafluoroethanesulphonyl)imide